[N+](=O)([O-])C1=CC=C(C=C1)N1CC(C1)C1=CC=CC=C1 1-(4-nitrophenyl)-3-phenylazetidine